C1(CC1)C(C)(C)NC1=NC=C(C(=N1)N[C@H]1C[C@H]([C@@H](CC1)C)O)C(=O)N 2-(2-cyclopropylpropan-2-ylamino)-4-((1R,3R,4R)-3-hydroxy-4-methylcyclohexylamino)pyrimidine-5-carboxamide